S(C1=C(C(=CC=C1C)C(C)(C)C)O)C1=C(C(=CC=C1C)C(C)(C)C)O thiobis(6-tertiary butyl-3-methylphenol)